Cl.NC(CCC=1C=C(C=CC1)NC(C[C@H]1C=2N(C3=C(C(=N1)C1=CC=C(C=C1)Cl)C(=C(S3)C)C)C(=NN2)C)=O)CO N-(3-(3-amino-4-hydroxybutyl)phenyl)-2-((S)-4-(4-chlorophenyl)-2,3,9-trimethyl-6H-thieno[3,2-f][1,2,4]triazolo[4,3-a][1,4]diazepin-6-yl)acetamide hydrochloride